ClC1=C(C=CC2=C1C(=NCC=1N2N=C(N1)C(=O)OCC)C1=C(C=CC(=C1)OC)F)C(F)(F)F ethyl 7-chloro-6-(2-fluoro-5-methoxy-phenyl)-8-(trifluoromethyl)-4H-[1,2,4]triazolo[1,5-a][1,4]benzodiazepine-2-carboxylate